(1-(4-(quinolin-3-yl-2-d)pyrimidin-2-yl)piperidin-4-yl)methanamine N1=C(C(=CC2=CC=CC=C12)C1=NC(=NC=C1)N1CCC(CC1)CN)[2H]